(S)-4-(4-(6-(chloromethyl)-1,2,3,4-tetrahydronaphthalen-1-yl)piperazin-1-yl)-3-fluorobenzonitrile ClCC=1C=C2CCC[C@@H](C2=CC1)N1CCN(CC1)C1=C(C=C(C#N)C=C1)F